NC=1C(=C(C=CC1)[N-]C1=CC=CC=C1)N diaminodiphenyl-amide